(S)-N-(4-(benzylthio)-3-methoxyphenyl)-2-(methylamino)-3-phenylpropanamide hydrochloride Cl.C(C1=CC=CC=C1)SC1=C(C=C(C=C1)NC([C@H](CC1=CC=CC=C1)NC)=O)OC